trans-6-ethyl-octene C(C)C(CCCC=C)CC